C(=O)=[Cr]=C=O dicarbonylchromium